hafnium-iron [Fe].[Hf]